[N+](=O)([O-])C1=CC(=CC2=C1NCCO2)S(=O)(=O)N 5-nitro-3,4-dihydro-2H-1,4-benzoxazine-7-sulfonamide